CC1=C(C=CC(=C1)[N+](=O)[O-])NC(OCC(C)(C)C)=O tert-Butyl-methyl (2-methyl-4-nitrophenyl)carbamate